5-Chloro-4-(((1S,2S,4S)-2-(dimethylamino)-4-(m-tolyl)cyclohexyl)amino)-2-fluoro-N-(pyrimidin-4-yl)benzenesulfonamide Formate C(=O)O.ClC=1C(=CC(=C(C1)S(=O)(=O)NC1=NC=NC=C1)F)N[C@@H]1[C@H](C[C@H](CC1)C=1C=C(C=CC1)C)N(C)C